C(C)CC(CC(=O)[O-])=O.[Al+3].C(C)CC(CC(=O)[O-])=O.C(C)CC(CC(=O)[O-])=O aluminum (ethylacetoacetate)